C(C)NS(=O)(=O)C1=CC=C(C=C1)S(=O)(=O)N1C[C@@H](CCC1)C(=O)N1CCN(CC1)C1=NC(=NO1)C(C)C (R)-N-ethyl-4-((3-(4-(3-isopropyl-1,2,4-oxadiazol-5-yl)piperazine-1-carbonyl)piperidin-1-yl)sulfonyl)benzenesulfonamide